FC1(CC(C1)C1=NC(=NC=C1)OCC1=C(N=NN1C)C1=CC=C(C(=N1)C)N1C[C@H](CCC1)CC(=O)O)F (R)-2-(1-(6-(5-(((4-(3,3-difluorocyclobutyl)pyrimidin-2-yl)oxy)methyl)-1-methyl-1H-1,2,3-triazol-4-yl)-2-methylpyridin-3-yl)piperidin-3-yl)acetic acid